4-(6-(2-(cyclopropanecarbonyl)-2,7-diazaspiro[3.5]nonan-7-yl)pyridin-3-yl)-6-(1-methyl-1H-pyrazol-4-yl)pyrazolo[1,5-a]pyridine-3-carbonitrile C1(CC1)C(=O)N1CC2(C1)CCN(CC2)C2=CC=C(C=N2)C=2C=1N(C=C(C2)C=2C=NN(C2)C)N=CC1C#N